methyl 2-(3-(2-(3-(2-hydroxyphenyl)cinnolin-6-yl)-2-azaspiro[3.3]heptan-6-yl)isoxazol-5-yl)-3-methylbutanoate OC1=C(C=CC=C1)C=1N=NC2=CC=C(C=C2C1)N1CC2(C1)CC(C2)C2=NOC(=C2)C(C(=O)OC)C(C)C